BrC1=CC=C(C=C1)S(=O)(C)=N (4-bromophenyl)-imino-methyl-oxo-lambda{6}-sulfane